(E)-3-methylbenzene-1,2-diamine CC1=C(C(=CC=C1)N)N